ClC1=CC=C(C=C1)CN1C(=NC=2N(C(CN(C(C21)=O)CCCOC2OCCN2)=O)C)OC2=CC(=CC=C2)OC(F)(F)F 1-[(4-Chlorophenyl)methyl]-4-methyl-7-[3-(oxazolidin-2-yloxy)propyl]-2-[3-(trifluoromethoxy)phenoxy]-1H,4H,5H,6H,7H,8H-imidazo[4,5-e][1,4]diazepine-5,8-dione